C(#N)C1=C2CCC(C2=CC=C1)=N[S@@](=O)C(C)(C)C (S)-N-(4-cyano-2,3-dihydro-1H-inden-1-ylidene)-2-methylpropane-2-sulfinamide